FC=1C=C(CC=2C=C3C(=NNC3=CC2)NC(C2=C(C=C(C=C2)N2CCN(CC2)C)NCC2COC2)=O)C=C(C1)F N-(5-(3,5-difluorobenzyl)-1H-indazol-3-yl)-4-(4-methylpiperazin-1-yl)-2-((oxetan-3-ylmethyl)amino)benzamide